6-fluoro-3-[3-[(2S)-1-[6-oxo-5-(trifluoromethyl)-1H-pyridazin-4-yl]azetidin-2-yl]propyl]-7-[5-(trifluoromethyl)pyrimidin-2-yl]quinazolin-4-one FC=1C=C2C(N(C=NC2=CC1C1=NC=C(C=N1)C(F)(F)F)CCC[C@@H]1N(CC1)C=1C=NNC(C1C(F)(F)F)=O)=O